NC1=NC=C(C=2N=C(N=CC21)NC2CCCCC2)C(F)(F)F (1S,4S)-4-((5-amino-8-(trifluoromethyl)pyrido[4,3-d]pyrimidin-2-yl)amino)cyclohexane